5-(4-(6-(((1R,3s,5S)-8-azabicyclo[3.2.1]octan-3-yl)(methyl)amino)pyridazin-3-yl)-3-hydroxyphenyl)-1-methylpyridin-2(1H)-one [C@H]12CC(C[C@H](CC1)N2)N(C2=CC=C(N=N2)C2=C(C=C(C=C2)C=2C=CC(N(C2)C)=O)O)C